FC1=CC=C(NC([C@@H](C)C23CC(C2)(C3)NC(C3=CC(=CC=C3)C(F)(F)F)=O)=O)C=C1 N-[3-[(1S)-2-(4-fluoroanilino)-1-methyl-2-oxo-ethyl]-1-bicyclo[1.1.1]pentanyl]-3-(trifluoromethyl)benzamide